NC1=CC=C(C=C1)C1(CC(=CC(=C1)N)NC1=CC=C(C=C1)N)N 1,N3-bis(4-aminophenyl)benzene-1,3,5-triamine